1-isopropyl-3-((trimethylsilyl)ethynyl)-1H-pyrazolo[3,4-d]pyrimidin-4-amine C(C)(C)N1N=C(C=2C1=NC=NC2N)C#C[Si](C)(C)C